tetra-n-Butoxyzirconium C(CCC)O[Zr](OCCCC)(OCCCC)OCCCC